5-{2-[4,5-Dichloro-2-(7-methylchinolin-8-sulfonamido)phenyl]ethynyl}pyridin ClC1=CC(=C(C=C1Cl)C#CC=1C=CC=NC1)NS(=O)(=O)C=1C(=CC=C2C=CC=NC12)C